BrC=1C=C2C=CC(=C(C2=CC1)C(F)(F)F)N(CC=C(C)C)CC=C(C)C 6-bromo-N,N-bis(3-methylbut-2-en-1-yl)-1-(trifluoromethyl)naphthalen-2-amine